trans-tert-butyl ((4-(4-(3-(2,6-dioxopiperidin-3-yl)-1-methyl-1H-indazol-6-yl)piperidin-1-yl)cyclohexyl)methyl)carbamate O=C1NC(CCC1C1=NN(C2=CC(=CC=C12)C1CCN(CC1)[C@@H]1CC[C@H](CC1)CNC(OC(C)(C)C)=O)C)=O